5-(4-(piperidin-4-carbonyl)piperazin-1-yl)-1,3,4-thiadiazole N1CCC(CC1)C(=O)N1CCN(CC1)C1=NN=CS1